BrC=1C=CC(=C2C(=C(C(=NC12)S(=O)CC1=NOC(=C1)C)C(C)=O)NCC1=NN(C=C1)C)Cl 1-(8-bromo-5-chloro-4-(((1-methyl-1H-pyrazol-3-yl)methyl)amino)-2-(((5-methylisoxazol-3-yl)methyl)sulfinyl)quinolin-3-yl)ethanone